ClC1=C(C=CC(=C1)C)[Se][Se]C1=C(C=C(C=C1)C)Cl bis-(2-chloro-4-methylphenyl) diselenide